5-nitroisatoic anhydride [N+](=O)([O-])C1=CC=C2C(C(=O)OC(N2)=O)=C1